(±)-methyl 2-({1-[7-methyl-2-(morpholin-4-yl)-4-oxo-pyrido[1,2-a]pyrimidin-9-yl]ethyl}amino)benzoate CC=1C=C(C=2N(C(C=C(N2)N2CCOCC2)=O)C1)[C@@H](C)NC1=C(C(=O)OC)C=CC=C1 |r|